CC(NC)C(=O)O 2,N-dimethylglycine